(R)-8-(1-aminoethyl)-2-(3,3-difluoroazetidin-1-yl)-3,6-dimethylquinazolin-4(3H)-one N[C@H](C)C=1C=C(C=C2C(N(C(=NC12)N1CC(C1)(F)F)C)=O)C